methyl-propyl-aminopropylene oxygen [O].CC(=C(N)CCC)C